C[C@@H]1CN(C[C@@H](N1)C)C1=CC=CC(=N1)CNC=1C2=C(N=CN1)NC=C2C2COCCC2 N-((6-((3R,5S)-3,5-Dimethylpiperazin-1-yl)pyridin-2-yl)methyl)-5-(tetrahydro-2H-pyran-3-yl)-7H-pyrrolo[2,3-d]pyrimidin-4-amine